ClC1=CC=C(C=C1)C=1N=C2N(C=CC=C2)C1CN1C2CN(C(C1)CC2)C(=O)C2=CC=NC=C2 (5-{[2-(4-Chlorophenyl)imidazo[1,2-a]pyridin-3-yl]methyl}-2,5-diazabicyclo[2.2.2]oct-2-yl)(pyridin-4-yl)methanone